tert-butyl 4-[3-(4-methoxyphenyl)-1,2,4-oxadiazol-5-yl]piperidine-1-carboxylate COC1=CC=C(C=C1)C1=NOC(=N1)C1CCN(CC1)C(=O)OC(C)(C)C